O[C@H]1C[C@H]2C([C@H]([C@H]3[C@@H]4CC[C@H]([C@@H](CCC(=O)O)C)[C@]4(CC[C@@H]3[C@]2(CC1)C)C)O)=CC 3α,7α-dihydroxy-6-ethyliden-5β-cholan-24-oic acid